(R)-3'-((2-aminoethyl)carbamoyl)-4'-(4-(2-chloro-4-(trifluoromethyl)benzoyl)-2-ethylpiperazin-1-yl)-[1,1'-biphenyl]-2-carboxylic acid methyl ester COC(=O)C=1C(=CC=CC1)C1=CC(=C(C=C1)N1[C@@H](CN(CC1)C(C1=C(C=C(C=C1)C(F)(F)F)Cl)=O)CC)C(NCCN)=O